C1(CC1)C1=C2C[C@H](N(C2=CC=C1)C(=O)OC(C)(C)C)CO tert-butyl (S)-4-cyclopropyl-2-(hydroxymethyl)indoline-1-carboxylate